O[C@]12[C@@H]3CC[C@@H]4C[C@H](CC[C@@]4([C@H]3CC[C@@]2([C@H](CC1)C=1C=CC(OC1)=O)C)C)NC(CN1CCOCC1)=O N-((3S,5R,8R,9S,10S,13R,14S,17R)-14-hydroxy-10,13-dimethyl-17-(2-oxo-2H-pyran-5-yl)hexadecahydro-1H-cyclopenta[a]phenanthren-3-yl)-2-morpholinoacetamide